CN(C1=NC=C(C=N1)C=1C(=CC(=C(C1)NC(=O)C1=CNC(C=C1C(F)(F)F)=O)N1C[C@H](N([C@H](C1)C)C)C)F)C |r| N-[5-[2-(dimethylamino)pyrimidin-5-yl]-4-fluoro-2-[rac-(3R,5S)-3,4,5-trimethylpiperazin-1-yl]phenyl]-6-oxo-4-(trifluoromethyl)-1H-pyridine-3-carboxamide